N-(6-((1H-pyrazol-1-yl)methyl)-4-methoxybenzo[d]isoxazol-3-yl)benzo[d][1,3]dioxole-4-sulfonamide N1(N=CC=C1)CC1=CC2=C(C(=NO2)NS(=O)(=O)C2=CC=CC=3OCOC32)C(=C1)OC